2-[2-(5-chloro-2-fluoro-phenyl)imidazo[1,2-a]pyridin-3-yl]-7-[4-(4-methylpiperazin-1-yl)-1-piperidyl]-1,5-naphthyridine ClC=1C=CC(=C(C1)C=1N=C2N(C=CC=C2)C1C1=NC2=CC(=CN=C2C=C1)N1CCC(CC1)N1CCN(CC1)C)F